C(C)N(C(C1=CC=C(C=C1)F)=O)C1=CC(=CC=C1)N(C)CC1=CN=CN1 N-ethyl-4-fluoro-N-[3-[1H-imidazol-5-ylmethyl(methyl)amino]phenyl]benzamide